(trifluoromethylpyrazolyl)pyridinyl[propane] FC(F)(F)C=1C(=NNC1)C=1C(=NC=CC1)CCC